N-[1-[5-bromo-2-(5-cyano-2-pyridyl)-1,2,4-triazol-3-yl]ethyl]-2-cyclopropyl-6-(trifluoromethyl)pyridine-4-carboxamide BrC=1N=C(N(N1)C1=NC=C(C=C1)C#N)C(C)NC(=O)C1=CC(=NC(=C1)C(F)(F)F)C1CC1